(5S,9R,Z)-6-(2,3-difluorophenyl)-5-(hydroxyimino)-6,7,8,9-tetrahydro-5H-cyclohepta[b]pyridin-9-yl 4-(2-oxo-2,3-dihydro-1H-imidazo[4,5-b]pyridin-1-yl)piperidine-1-carboxylate O=C1N(C=2C(=NC=CC2)N1)C1CCN(CC1)C(=O)O[C@@H]1CCC(/C(/C=2C1=NC=CC2)=N/O)C2=C(C(=CC=C2)F)F